CN1N=CC=C1C1=NC=C(C=N1)N 2-(1-methyl-1H-pyrazol-5-yl)pyrimidin-5-amine